ClC1=CC(=CN1)C(=O)N[C@H]1C[C@H](CCC1)NC1=CC(=NC2=CC=C(C=C12)Cl)C(F)(F)F 5-chloro-N-((1R,3S)-3-((6-chloro-2-(trifluoromethyl)quinolin-4-yl)amino)cyclohexyl)-1H-pyrrole-3-carboxamide